N-(1-((6-((1S,6R)-3-Acetyl-3,8-diazabicyclo[4.2.0]octan-8-yl)pyridin-3-yl)methyl)-1H-pyrazol-4-yl)-6-(3-chloro-6-(difluoromethyl)-2-fluorophenyl)pyrazine-2-carboxamide C(C)(=O)N1C[C@H]2N(C[C@H]2CC1)C1=CC=C(C=N1)CN1N=CC(=C1)NC(=O)C1=NC(=CN=C1)C1=C(C(=CC=C1C(F)F)Cl)F